ClC1=C(C=CC(=C1)OC)C=1C=C2C(=NC1)NN=C2C(=O)C=2C(=C(C=CC2F)NS(=O)(=O)CCC)F N-(3-(5-(2-chloro-4-methoxyphenyl)-1H-pyrazolo[3,4-b]-pyridine-3-carbonyl)-2,4-difluorophenyl)propane-1-sulfonamide